1-((2-amino-[1,2,4]triazolo[1,5-a]pyridin-6-yl)oxy)-2-methylpropan-2-ol NC1=NN2C(C=CC(=C2)OCC(C)(O)C)=N1